C1(CC1)C1=CC(=CC(=N1)N1C(C2=C3C(C=CC=C13)=CC(=C2)CN2C[C@H](CCC2)C)=O)C=2N=NC(=CC2C2=NN=CN2C)C (S)-1-(6-cyclopropyl-4-(6-methyl-4-(4-methyl-4H-1,2,4-triazol-3-yl)pyridazin-3-yl)pyridin-2-yl)-4-((3-methylpiperidin-1-yl)methyl)benzo[cd]indol-2(1H)-one